CN1[C@@H](CCC1)COC=1N=C(C2=C(N1)CN(C2)CC2=CC=CC1=CC=CC=C21)N2CCN(CC2)C(=O)OC(C)(C)C tert-butyl (S)-4-(2-((1-methylpyrrolidin-2-yl)methoxy)-6-(naphthalen-1-ylmethyl)-6,7-dihydro-5H-pyrrolo[3,4-d]pyrimidin-4-yl)piperazine-1-carboxylate